C(C)(C)(C)OC(=O)N1CCC=C(C1)B1OC(C(O1)(C)C)(C)C 5-(4,4,5,5-tetramethyl-1,3,2-dioxaborolan-2-yl)-3,6-dihydro-2H-pyridine-1-carboxylic acid tert-butyl ester